FC=1C(=C(C=CC1F)[C@H]1[C@H](O[C@]([C@@H]1C)(C(F)(F)F)C)C(=O)NC1=C(C(=NC=C1)C(=O)N)C)OC 4-[[(2S,3S,4R,5R)-3-(3,4-Difluoro-2-methoxy-phenyl)-4,5-dimethyl-5-(trifluoromethyl)tetrahydrofuran-2-carbonyl]amino]-3-methyl-pyridin-2-carboxamid